(4S,7R,8S,9S,16S)-4,8-dihydroxy-5,5,7,9,13-pentamethyl-16-[(1E)-1-methyl-2-(2-methyl-thiazol-4-yl)-vinyl]-hexadecanoic acid O[C@@H](CCC(=O)O)C(C[C@H]([C@H]([C@H](CCCC(CCC\C(=C\C=1N=C(SC1)C)\C)C)C)O)C)(C)C